((R)-6-(4-(trifluoromethyl)phenyl)-2-azaspiro[3.4]octan-2-yl)methanone FC(C1=CC=C(C=C1)[C@H]1CC2(CN(C2)C=O)CC1)(F)F